C(C)(C)NC1=NC=C(C=O)C=C1 6-(ISOPROPYLAMINO)NICOTINALDEHYDE